C(CS)(=O)OCCC[Si](OC)(OC)OC TRIMETHOXYSILYLPROPYL THIOGLYCOLATE